CC(C(=O)O)C=1C=CC2=C(C(C=3C(=NC=CC3)O2)=O)C1 alpha-methyl-5-oxo-5H-benzopyrano[2,3-b]pyridine-7-acetic acid